N2-isobutyl-guanosine C(C(C)C)NC=1NC(C=2N=CN([C@H]3[C@H](O)[C@H](O)[C@@H](CO)O3)C2N1)=O